tert-Butyl 3-(5-cyano-4-(((dimethylamino)methylene)amino)-2-methoxyphenyl)-3-methylazetidine-1-carboxylate C(#N)C=1C(=CC(=C(C1)C1(CN(C1)C(=O)OC(C)(C)C)C)OC)N=CN(C)C